(R)-4-(2-(hydroxymethyl)pyrrolidin-1-yl)-N-(quinolin-8-yl)picolinamide OC[C@@H]1N(CCC1)C1=CC(=NC=C1)C(=O)NC=1C=CC=C2C=CC=NC12